C1(=CC=CC=C1)N1C2=CC=CC=C2C=2C1=CC=C1C3=CC=CC=C3N(C21)C2=NC(=NC(=N2)C2=CC=CC=C2)C2=CC=CC=C2 5-phenyl-12-(4,6-diphenyl-1,3,5-triazin-2-yl)-5H,12H-indolo[3,2-a]carbazole